CN(C=1C2=C(N=CN1)N(C(C=C2)=O)C(C)C)C 4-(dimethylamino)-8-(propan-2-yl)pyrido[2,3-d]pyrimidin-7(8H)-one